O=C1N(C(CC1)=O)OC(=O)OCC(COCCCCCCCC(=O)OC(CCCCCCCC)CCCCCCCC)OCCCCCCCC(=O)OC(CCCCCCCC)CCCCCCCC 1-octylnonyl 8-[3-(2,5-dioxopyrrolidin-1-yl)oxycarbonyloxy-2-[8-(1-octylnonoxy)-8-oxooctoxy]propoxy]octanoate